hexamethylenebis-(3,5-di-t-butyl-4-hydroxyhydrocinnamamide) C(C)(C)(C)C=1C=C(CC(C(=O)N)CCCCCCC(C(=O)N)CC2=CC(=C(C(=C2)C(C)(C)C)O)C(C)(C)C)C=C(C1O)C(C)(C)C